[Si](C)(C)(C(C)(C)C)[N] t-butyldimethylsilyl-nitrogen